N-(2-chloro-3'-(7-chloro-5-formylbenzo[d]oxazol-2-yl)-2'-methyl-[1,1'-biphenyl]-3-yl)-5-methyl-4,5,6,7-tetrahydrothiazolo[5,4-c]pyridine-2-carboxamide ClC1=C(C=CC=C1NC(=O)C=1SC=2CN(CCC2N1)C)C1=C(C(=CC=C1)C=1OC2=C(N1)C=C(C=C2Cl)C=O)C